2,4-dimethylpentan-3-yl N-(tert-butoxycarbonyl)-O-(tert-butyldiphenylsilyl)-L-serinate C(C)(C)(C)OC(=O)N[C@@H](CO[Si](C1=CC=CC=C1)(C1=CC=CC=C1)C(C)(C)C)C(=O)OC(C(C)C)C(C)C